3,5-dichloro-N-[1-[3-(triazol-2-yl)pyrazin-2-yl]ethyl]benzamide ClC=1C=C(C(=O)NC(C)C2=NC=CN=C2N2N=CC=N2)C=C(C1)Cl